1,2,3,4-tetrahydronaphthalene-1,2-dicarboxylic acid anhydride C12C(CCC3=CC=CC=C13)C(=O)OC2=O